ClC1=C(N=C(NC1=O)C1=CC(=NC=C1)F)N1CC2(CC1)CCCNC2 5-chloro-4-(2,9-diazaspiro[4.5]decan-2-yl)-2-(2-fluoro-4-pyridinyl)-1H-pyrimidin-6-one